C(C)(C)(C)CCC#C Tert-butyl-but-3-yn